BrC1=CC=C(C=C1)C1CCN(CC1)C1=C(C=C(C=C1)NC1C(NC(CC1)=O)=O)F 3-((4-(4-(4-bromophenyl)piperidin-1-yl)-3-fluorophenyl)amino)piperidine-2,6-dione